N2-[(trans-4-cyanocyclohexyl)carbonyl]-N-{(1S)-1-cyano-2-[(3S)-2-oxopyrrolidin-3-yl]ethyl}-L-leucinamide C(#N)[C@@H]1CC[C@H](CC1)C(=O)N[C@@H](CC(C)C)C(=O)N[C@@H](C[C@H]1C(NCC1)=O)C#N